3-((8S,8aR)-8-(methoxymethyl)-3-oxohexahydroimidazo[1,5-a]pyrazin-2(3H)-yl)bicyclo[1.1.1]pentane-1-carboxylic acid COC[C@@H]1[C@@H]2N(CCN1)C(N(C2)C21CC(C2)(C1)C(=O)O)=O